NC1=NC=CC(=C1C#CC(=O)NOCCOC)OC1=C(C=C(C=C1)NC(=O)C=1C(N(N=CC1)C1=CC=C(C=C1)F)=O)F N-(4-(2-amino-3-(3-(2-methoxyethoxyamino)-3-oxoprop-1-ynyl)pyridin-4-yloxy)-3-fluorophenyl)-2-(4-fluorophenyl)-3-oxo-2,3-dihydropyridazine-4-carboxamide